4-(benzyloxy)-8-(5-methyl-1-((2-(trimethylsilyl)ethoxy)methyl)-1H-pyrazol-4-yl)-1,3,4,5-tetrahydro-6H-pyrano[4,3-b]thieno[3,2-d]pyridin-6-one C(C1=CC=CC=C1)OC1COCC2=C1NC(C1=C2C=C(S1)C=1C=NN(C1C)COCC[Si](C)(C)C)=O